ClC1=C(C=CC=N1)SCC 6-chloro-5-(ethylthio)pyridin